O=S1(CCN(CC1)CC=1C=C(C=CC1)C1=C(C(=C(C(=C1F)F)C=1C=CC2=C(NC(=N2)C)C1)F)F)=O 6-(3'-((1,1-Dioxidothiomorpholino)Methyl)-2,3,5,6-Tetrafluoro-[1,1'-Biphenyl]-4-yl)-2-Methyl-1H-benzo[d]Imidazol